Cl.ClC=1C=CC2=C(N(C(=N2)C)C2CCNCC2)C1 6-chloro-2-methyl-1-(piperidin-4-yl)-1H-benzo[d]imidazole hydrochloride